(S)-N-(2-cyclopropyl-5-(N-methylsulfamoyl)pyridin-4-yl)-3-(3-fluoro-4-methylphenyl)-3-(1,2,4-thiadiazol-5-yl)pyrrolidine-1-carboxamide C1(CC1)C1=NC=C(C(=C1)NC(=O)N1C[C@@](CC1)(C1=NC=NS1)C1=CC(=C(C=C1)C)F)S(NC)(=O)=O